(2R,5S)-1-((4-Bromophenyl)(3,3-difluorocyclobutyl)methyl)-2,5-dimethylpiperazine Hydrochloride Cl.BrC1=CC=C(C=C1)C(N1[C@@H](CN[C@H](C1)C)C)C1CC(C1)(F)F